C(CC)C1=C(C=CC=C1CCC)O 2,3-di-n-propylphenol